BrC=1C=C2N3C[C@@H](CCCOC=4C=CC=CC4C=4C(N(C=C(C(NC3=NC2=CC1)=O)C4)C)=O)C (12R)-17-bromo-12,27-dimethyl-8-oxa-14,21,23,27-tetraazapentacyclo[23.3.1.0^{2,7}.0^{14,22}.0^{15,20}]nonacosa-1(29),2(7),3,5,15,17,19,21,25-nonaene-24,28-dione